C(=O)(O)C1=CC=CC=2C1=COB2 4-carboxy-benzoboroxole